C(C)N1N=NC=C1C1=C2C(=NC(=C1)N1C(COCC1)C)C(=NS2)C2=CC(=NN2)C 4-[7-(1-ethyl-1H-1,2,3-triazol-5-yl)-3-(3-methyl-1H-pyrazol-5-yl)-[1,2]Thiazolo[4,5-b]Pyridin-5-yl]3-methylmorpholine